trans-Butyl 4-((3-(1-cyclopropyl-1H-pyrazol-4-yl)phenyl)((trans-4-(4-methoxy-3-methylphenyl)cyclohexyl)methyl)carbamoyl)-cyclohexanecarboxylate C1(CC1)N1N=CC(=C1)C=1C=C(C=CC1)N(C(=O)[C@@H]1CC[C@H](CC1)C(=O)OCCCC)C[C@@H]1CC[C@H](CC1)C1=CC(=C(C=C1)OC)C